NC1=NC(=C(C(=N1)Cl)C(\C=C\CCCN1CCCC1)=O)NCC1=CC=NC=C1 (E)-1-(2-amino-4-chloro-6-((pyridin-4-ylmethyl)amino)pyrimidin-5-yl)-6-(pyrrolidin-1-yl)-2-hexen-1-one